C1=CC(=CC(=C1)C(=O)[O-])C(=O)CC[C@@H]2[C@H]([C@H]([C@@H](O2)N3C=NC4=C(N=CN=C43)N)O)O The molecule is a 5-oxo monocarboxylic acid anion that is the conjugate base of aminodeoxyfutalosine, arising from deprotonation of the carboxy group; major species at pH 7.3. It is a conjugate base of an aminodeoxyfutalosine.